NC1=CC=C(C=C1)C1=NN(C(=C1)NC(C1=CC(=CC=C1)N(C)C)=O)C N-(3-(4-aminophenyl)-1-methyl-1H-pyrazol-5-yl)-3-(dimethylamino)benzamide